Ytterbium Dodecyl Sulfate S(=O)(=O)(OCCCCCCCCCCCC)[O-].[Yb+3].C(CCCCCCCCCCC)OS(=O)(=O)[O-].C(CCCCCCCCCCC)OS(=O)(=O)[O-]